4-(((tert-butyldiphenylsilyl)oxy)methyl)phenyl 4-(2-((methylsulfonyl)oxy)ethoxy)benzoate CS(=O)(=O)OCCOC1=CC=C(C(=O)OC2=CC=C(C=C2)CO[Si](C2=CC=CC=C2)(C2=CC=CC=C2)C(C)(C)C)C=C1